tert-Butyl (((tert-butoxycarbonyl)imino) (7-fluoro-1-methyl-1,2-dihydro-3H-benzo[e]indol-3-yl)methyl)carbamate C(C)(C)(C)OC(=O)N=C(N1CC(C=2C3=C(C=CC12)C=C(C=C3)F)C)NC(OC(C)(C)C)=O